N-[5-(N-hydroxycarbamimidoyl)-2-pyridyl]-2,2,3,3-tetramethyl-cyclopropanecarboxamide ONC(=N)C=1C=CC(=NC1)NC(=O)C1C(C1(C)C)(C)C